4-({2-[(aminosulfonyl)amino]ethyl}amino)-N-(3-cyano-4-fluorophenyl)-N'-hydroxy-1,2,5-oxadiazole-3-carboximidamide NS(=O)(=O)NCCNC=1C(=NON1)C(NC1=CC(=C(C=C1)F)C#N)=NO